2-(3-(5-(trifluoromethyl)pyrimidin-2-yl)-3,8-diazabicyclo[3.2.1]Octane-8-yl)acetamide 1-octylnonyl-8-[benzyl-[8-(1-octylnonoxy)-8-oxo-octyl]amino]octanoate C(CCCCCCC)C(CCCCCCCC)OC(CCCCCCCN(CCCCCCCC(=O)OC(CCCCCCCC)CCCCCCCC)CC1=CC=CC=C1)=O.FC(C=1C=NC(=NC1)N1CC2CCC(C1)N2CC(=O)N)(F)F